OC1=C(CO)C=CC(=C1)O 2,4-dihydroxybenzyl alcohol